FC(C1=NN(C(=C1)C(=O)N[C@H](C)C1=CC(=NO1)C1=CC(=NC=C1)C(F)(F)F)C)F (R)-3-(difluoromethyl)-1-methyl-N-(1-(3-(2-(trifluoromethyl)pyridin-4-yl)isoxazol-5-yl)ethyl)-1H-pyrazole-5-carboxamide